ethyl 5-[3-[tert-butoxycarbonyl(cyclobutylmethyl)amino]-1-piperidyl]-1,3,4-thiadiazole-2-carboxylate C(C)(C)(C)OC(=O)N(C1CN(CCC1)C1=NN=C(S1)C(=O)OCC)CC1CCC1